2-(2,3,4,6-tetrakis(3,6-dimethyl-9H-carbazol-9-yl)-5-(2,6-diphenylpyridin-3-yl)phenyl)benzo[d]thiazole CC=1C=CC=2N(C3=CC=C(C=C3C2C1)C)C1=C(C(=C(C(=C1N1C2=CC=C(C=C2C=2C=C(C=CC12)C)C)N1C2=CC=C(C=C2C=2C=C(C=CC12)C)C)C=1C(=NC(=CC1)C1=CC=CC=C1)C1=CC=CC=C1)N1C2=CC=C(C=C2C=2C=C(C=CC12)C)C)C=1SC2=C(N1)C=CC=C2